3-hydroxy-4-methyl-5-ethyl-2(5H)-furanone OC=1C(OC(C1C)CC)=O